4-((7-chloro-2-(4-(pyrrolidin-1-ylmethyl)phenyl)quinolin-4-yl)methyl)morpholine ClC1=CC=C2C(=CC(=NC2=C1)C1=CC=C(C=C1)CN1CCCC1)CN1CCOCC1